tert-butyl 7-bromo-4,4-difluoro-8-methyl-1,2,3,4-tetrahydro-1,5-naphthyridine-1-carboxylate BrC1=CN=C2C(CCN(C2=C1C)C(=O)OC(C)(C)C)(F)F